O[C@H]1CC(NC1)=O (S)-4-hydroxypyrrolidone